(1R)-4-methoxy-4-oxo-1-phenylbutan COC(CCCC1=CC=CC=C1)=O